(S)-2-(4-(((5-fluoro-6-(3-(5-(trifluoromethyl)pyridin-2-yl)morpholino)pyrimidin-4-yl)amino)methyl)piperidin-1-yl)-2-methylpropanamide FC=1C(=NC=NC1N1[C@H](COCC1)C1=NC=C(C=C1)C(F)(F)F)NCC1CCN(CC1)C(C(=O)N)(C)C